(S)-γ-dodecanolactone C1(C[C@H](CCCCCCCCC)O1)=O